N1CC(CCC1)NC=1C2=C(N=CC1C#CC1=NC=CC=C1)NC=C2 N-(piperidin-3-yl)-5-(pyridin-2-ylethynyl)-1H-pyrrolo[2,3-b]pyridin-4-amine